F[C@H]1CCN(C1)C (2S,4S)-4-fluoro-1-methylpyrrolidin